CN(C(=O)C1CCN(CC1)C(CN1CCN(CC1)C1=C2C(NC=N1)=NC=C2)=O)C(C)C N-methyl-N-(propan-2-yl)-1-[2-(4-{1H-pyrrolo[2,3-d]pyrimidin-4-yl}piperazin-1-yl)acetyl]piperidine-4-carboxamide